1-(4-(3-(3,4-dimethoxyphenyl)-2-methyl-1H-pyrrolo[2,3-c]pyridin-5-yl)-[1,4'-bipiperidin]-1'-yl)-2-methylpropan-1-one COC=1C=C(C=CC1OC)C1=C(NC2=CN=C(C=C21)C2CCN(CC2)C2CCN(CC2)C(C(C)C)=O)C